fluorine Fluoride FF